4-(2-((4-methyl-2-oxo-2H-chromen-7-yl)oxy)ethoxy)benzoic acid methyl ester COC(C1=CC=C(C=C1)OCCOC1=CC=C2C(=CC(OC2=C1)=O)C)=O